5-acetoxy-5-(4-chlorophenyl)pentan-2,3-dienoic acid ethyl ester C(C)OC(C=C=CC(C1=CC=C(C=C1)Cl)OC(C)=O)=O